CN1CC(C1)(C)[C@@](C=1C=C(C=NC1)C#C[C@@](C)(O)C1=NC=NC=C1)(C1=CC=C(C=C1)C(C)C)O (R)-4-{5-[(R)-(1,3-Dimethyl-azetidin-3-yl)-hydroxy-(4-isopropyl-phenyl)-methyl]-pyridin-3-yl}-2-pyrimidin-4-yl-but-3-yn-2-ol